C(CC)[NH2+]C(=O)O propyl-carboxyl-ammonium